1-((4-((3-methoxybenzyl)(4-(4-methylpiperazin-1-yl)benzyl)amino)pyridin-2-yl)methyl)piperazin-2-one COC=1C=C(CN(C2=CC(=NC=C2)CN2C(CNCC2)=O)CC2=CC=C(C=C2)N2CCN(CC2)C)C=CC1